(4aR,10aR)-6-(benzyloxy)-1-propyl-1,2,3,4,4a,5,10,10a-octahydrobenzo[g]quinolin-7-ol C(C1=CC=CC=C1)OC1=C(C=CC2=C1C[C@H]1CCCN([C@@H]1C2)CCC)O